ethylmethyldimethoxysilane C(C)[Si](OC)(OC)C